3,6-dichloro-N-isobutyl-1-((2-(trimethylsilyl)ethoxy)methyl)-1H-pyrrolo[2,3-b]pyridin-4-amine ClC1=CN(C=2N=C(C=C(C21)NCC(C)C)Cl)COCC[Si](C)(C)C